C(C)(=O)O[C@@H]1[C@H]([C@@H](OC(C)=O)[C@H](OC(C)=O)[C@H](O1)COC(C)=O)NC(=O)C1CC1 1,3,4,6-tetra-O-acetyl-2-cyclopropanoylamino-2-deoxy-α-D-mannopyranose